CC1=CC=C(C=C1)S(=O)(=O)O[C@H](C)[C@H](C)O |r| rac-(2R,3S)-3-hydroxybutan-2-yl 4-methylbenzenesulfonate